3,7-dibromo-9,9-diphenyl-9H-fluorene-2-amine BrC=1C(=CC=2C(C3=CC(=CC=C3C2C1)Br)(C1=CC=CC=C1)C1=CC=CC=C1)N